5-(3-bromophenyl)-3-methyl-1,2-oxazole BrC=1C=C(C=CC1)C1=CC(=NO1)C